1-[(4-hydroxy)phenyl]-2-methyl-2-propanol OC1=CC=C(C=C1)CC(C)(O)C